4-fluoropyrazolon FC=1C(N=NC1)=O